2-ethyl-6-((2-methoxy-4-(4-(4-methylpiperazin-1-yl)piperidin-1-yl)phenyl)amino)-4-methyl-4,9-dihydro-10H-pyrimido[5,4-b]thiazolo[5,4-e][1,4]diazepin-10-one C(C)C=1SC=2N(C3=C(NC(C2N1)=O)C=NC(=N3)NC3=C(C=C(C=C3)N3CCC(CC3)N3CCN(CC3)C)OC)C